(2S,4R)-1-[(2S)-2-(4-cyclopropyltriazol-1-yl)-3,3-dimethyl-butanoyl]-4-hydroxy-N-[2-[(3R,4S)-4-hydroxytetrahydrofuran-3-yl]ethyl]pyrrolidine-2-carboxamide C1(CC1)C=1N=NN(C1)[C@H](C(=O)N1[C@@H](C[C@H](C1)O)C(=O)NCC[C@@H]1COC[C@H]1O)C(C)(C)C